C(C)C(CNC(C(=O)[O-])=O)CCCC 2-ethylhexyl-oxamate